CC=1N(C(C2=C(N1)C=NC=N2)=O)C 2,3-dimethylpyrimidino[5,4-d]pyrimidin-4(3H)-one